tert-butyl 3-cyano-2,4-dimethyl-5,7-dihydro-6H-pyrrolo[3,4-b]pyridine-6-carboxylate C(#N)C=1C(=C2C(=NC1C)CN(C2)C(=O)OC(C)(C)C)C